CC1=C(C=C(C=C1)NC(=O)N1C[C@@H](CC1)OC(F)(F)F)C1=CC(=NC(=C1)N1CCOCC1)C=1C=NN(C1)C (3R)-N-{4-methyl-3-[2-(1-methylpyrazol-4-yl)-6-(morpholin-4-yl)pyridin-4-yl]phenyl}-3-(trifluoromethoxy)pyrrolidine-1-carboxamide